BrC=1C=CC=2N(C3=CC=C(C=C3C2C1)Br)C1=C(C(C#N)=C(C(=C1N1C2=CC=C(C=C2C=2C=C(C=CC12)Br)Br)N1C2=CC=C(C=C2C=2C=C(C=CC12)Br)Br)N1C2=CC=C(C=C2C=2C=C(C=CC12)Br)Br)C#N 3,4,5,6-tetra(3,6-dibromo-9H-carbazole-9-yl)phthalonitrile